C(=O)(O)CCS(=O)(=O)C=1C=C(C=NC1)COC1=C(CN2[C@@H](CCCC2)C(=O)O)C=C(C(=C1)OCC1=C(C(=CC=C1)C1=CC2=C(OCCO2)C=C1)C)Cl (S)-1-(2-((5-((2-Carboxyethyl)sulfonyl)pyridin-3-yl)methoxy)-5-chloro-4-((3-(2,3-dihydrobenzo[b][1,4]dioxin-6-yl)-2-methylbenzyl)oxy)benzyl)piperidine-2-carboxylic acid